4,6-dichloro-1-isopropyl-imidazo[4,5-c]pyridine ClC1=NC(=CC2=C1N=CN2C(C)C)Cl